6-((2-((3R,4R)-3-Amino-4-fluoropiperidin-1-yl)-6-(trifluoromethyl)-1H-imidazo[4,5-b]pyridin-1-yl)methyl)nicotinonitril N[C@@H]1CN(CC[C@H]1F)C=1N(C=2C(=NC=C(C2)C(F)(F)F)N1)CC1=NC=C(C#N)C=C1